8-chloro-5-(piperidin-4-yl)isoquinoline ClC=1C=CC(=C2C=CN=CC12)C1CCNCC1